O[C@@H]1[C@H](CCCC1)NC(C(=O)N)=CC ((1S,2S)-2-hydroxycyclohexylamino)but-2-enamide